N1=C(C=CC=C1)N1N=CC=C1C(C)=O 1-[2-(2-pyridinyl)pyrazol-3-yl]ethanone